2-CHLORo-5-TRIFLUORoMETHYLPYRIDIN ClC1=NC=C(C=C1)C(F)(F)F